CC(COC)(COC)CCCCC 2-methyl-2-n-pentyl-1,3-dimethoxypropane